N1N=NN=C1C=1C=C(C=C(C1)C=C)NC(OCC1=CC=CC=C1)=O benzyl (3-(1H-tetrazol-5-yl)-5-vinylphenyl)carbamate